4-(benzenesulfonyl)-2,6-bis(chloromethyl)-1-(1-methylphenyl)piperazine C1(=CC=CC=C1)S(=O)(=O)N1CC(N(C(C1)CCl)C1(CC=CC=C1)C)CCl